(R)-6-chloro-N-(1-(2,4-dichlorophenyl)ethyl)-2-methyl-3-nitropyridine-4-amine ClC1=CC(=C(C(=N1)C)[N+](=O)[O-])N[C@H](C)C1=C(C=C(C=C1)Cl)Cl